ClC1=CC=C(C=C1)C=1N=C2N(C=CC=C2)C1CN1CC2COCC(C1)N2C(=O)C2=NC(=CC=C2F)OC (7-{[2-(4-Chlorophenyl)imidazo[1,2-a]pyridin-3-yl]methyl}-3-oxa-7,9-diazabicyclo[3.3.1]non-9-yl)(3-fluoro-6-methoxypyridin-2-yl)methanon